6-((2S,5R)-4-((4-chlorophenyl)(3,3-difluorocyclobutyl)methyl)-2,5-dimethylpiperazin-1-yl)-9-((1-hydroxycyclobutyl)methyl)-3-methyl-3,9-dihydro-2H-purin-2-one ClC1=CC=C(C=C1)C(N1C[C@@H](N(C[C@H]1C)C=1C=2N=CN(C2N(C(N1)=O)C)CC1(CCC1)O)C)C1CC(C1)(F)F